C(C=C)(=O)N1[C@H](CCCCC1)C1=C2C=C(N=CC2=C(C=C1)N1[C@@H]([C@H](C1)N(S(=O)(=O)C)C(C)C)C)NC1=NC(=NC=C1)N1CCC(CC1)OC N-((2R,3S)-1-(5-((R)-1-acryloylazepan-2-yl)-3-((2-(4-methoxypiperidin-1-yl)pyrimidin-4-yl)amino)isoquinolin-8-yl)-2-methylazetidin-3-yl)-N-isopropylmethanesulfonamide